C1=C(C=CC2=CC=CC=C12)S(=O)(=O)N1C2CN(C(C1)C2)C(=O)OC(C)(C)C tert-Butyl 5-(naphthalen-2-ylsulfonyl)-2,5-diazabicyclo[2.2.1]heptane-2-carboxylate